N-(2-bromobenzyl)-2,2-dimethoxyacetamide BrC1=C(CNC(C(OC)OC)=O)C=CC=C1